C(CCCCCCCCCCCCCCCCC)OC1=CC=CC=C1 stearylphenyl ether